5-[[4-(2,6-Dimethylphenyl)-6-[(2R)-4,4-dimethyl-2-(pyrimidin-2-ylmethylamino)pentoxy]pyrimidin-2-yl]sulfamoyl]-1-methyl-pyrazole-3-carboxylic acid CC1=C(C(=CC=C1)C)C1=NC(=NC(=C1)OC[C@@H](CC(C)(C)C)NCC1=NC=CC=N1)NS(=O)(=O)C1=CC(=NN1C)C(=O)O